methyl 1-[4-[benzenesulfonyl(methyl)amino]phenyl]-5-fluoro-9H-pyrido[3,4-b]indole-3-carboxylate C1(=CC=CC=C1)S(=O)(=O)N(C1=CC=C(C=C1)C1=NC(=CC2=C1NC1=CC=CC(=C21)F)C(=O)OC)C